FC=1C=C2C(C(NC2=CC1)=O)=CC1=C(C(=CN1)C(=O)NCCNC([C@H](C)N(C(CC)=O)C)=O)C 5-[(5-fluoro-2-oxo-indolin-3-ylidene)methyl]-4-methyl-N-[2-[[(2S)-2-[methyl(propanoyl)amino]propanoyl]amino]ethyl]-1H-pyrrole-3-carboxamide